3-(3-fluoro-2,4-dimethoxyphenyl)-4,5-dimethyl-5-(trifluoromethyl)tetrahydrofuran-2-carboxylic acid FC=1C(=C(C=CC1OC)C1C(OC(C1C)(C(F)(F)F)C)C(=O)O)OC